Cl.C(C)C1=NN2C(N(C3=C(C2=O)CN(C3=O)[C@H]3CNCC3)CC(=O)NC3=NC=C(C=C3)F)=C1 |r| 2-{2-ethyl-5,8-dioxo-6-[(+-)-pyrrolidin-3-yl]-5,6,7,8-tetrahydro-4H-pyrazolo[1,5-a]pyrrolo[3,4-d]pyrimidin-4-yl}-N-(5-fluoropyridin-2-yl)acetamide hydrochloride